C12COCCC2(C1)C1=NC=CC(=C1N)C1=CC=CC=C1 2-(3-oxabicyclo[4.1.0]heptan-6-yl)-4-phenylpyridin-3-amine